2-{6-[(3R)-3-(cyclobutylamino)pyrrolidin-1-yl]pyridazin-3-yl}-5-(2-methyl-1,3-thiazol-5-yl)phenol C1(CCC1)N[C@H]1CN(CC1)C1=CC=C(N=N1)C1=C(C=C(C=C1)C1=CN=C(S1)C)O